C(C)N(C(OC(C)(C)C)=O)C=1C=C(C=C2[C@@](C(NC12)=O)(C)N1C[C@@H](CCC1)OC1=CC=C(C=C1)S(=O)(=O)F)F tert-butyl N-ethyl-N-[(3R)-5-fluoro-3-[(3R)-3-(4-fluorosulfonylphenoxy)-1-piperidyl]-3-methyl-2-OXO-indolin-7-yl]carbamate